OCCOC1=NC=C(C=N1)NC(O[C@@H](COC1=C(C=C2C(=N1)SC(=N2)C2=C1N=CC(=NC1=CC(=C2)C)OCC)F)C)=O (R)-1-((2-(2-ethoxy-7-methylquinoxalin-5-yl)-6-fluorothiazolo[5,4-b]pyridin-5-yl)oxy)propan-2-yl (2-(2-hydroxyethoxy)pyrimidin-5-yl)carbamate